ClC=1C=C(CS(=O)(=O)C2=NC=3N(C(N(C(C3N2C)=O)C)=O)C)C=C(C1)Cl 8-(3,5-dichlorobenzylsulfonyl)-1,3,7-trimethyl-1H-purine-2,6(3H,7H)-dione